sodium aminophenolate NC1=C(C=CC=C1)[O-].[Na+]